2-(hydroxymethyl)-2,5-dimethyl-2,3-dihydro-1H-inden-1-one OCC1(C(C2=CC=C(C=C2C1)C)=O)C